ClC=1C=C(C(=C(C#N)C1)C)OC1=C(N=CN(C1=O)CC1=CC=C(C=C1)OC)C(F)(F)F 5-chloro-3-((1-(4-methoxybenzyl)-6-oxo-4-(trifluoromethyl)-1,6-dihydropyrimidin-5-yl)oxy)-2-methylbenzonitrile